3-(6-(2-((3-(2-(2H-1,2,3-triazol-2-yl)propan-2-yl)-1-methyl-1H-pyrazol-5-yl)amino)-5-chloropyrimidin-4-yl)-4-fluoro-1-isopropyl-1H-benzo[d]imidazol-2-yl)oxazolidin-2-one N=1N(N=CC1)C(C)(C)C1=NN(C(=C1)NC1=NC=C(C(=N1)C=1C=C(C2=C(N(C(=N2)N2C(OCC2)=O)C(C)C)C1)F)Cl)C